BrC1=CC=C(C=C1)N1C2=CC=C(C=C2C=2C=C(C=CC12)Br)Br 9-(4-bromophenyl)-3,6-dibromocarbazole